C1=NC(=CC2=CC=CC=C12)N isoquinolin-3-amine